methyl (E)-2-(2-((((E)-carbamoylhydrazino) thio) methyl) phenyl)-3-methoxyacrylate C(N)(=O)NNSCC1=C(C=CC=C1)/C(/C(=O)OC)=C\OC